O1CCOC=2C=NC(=CC21)CN[C@H]2CO[C@H]1[C@@H]2OC[C@]1(O)CCC1=C(C=NC2=CC=C(N=C12)OC)F (3R,3aS,6S,6aR)-6-(((2,3-dihydro-[1,4]dioxino[2,3-c]pyridin-7-yl)methyl)amino)-3-(2-(3-fluoro-6-methoxy-1,5-naphthyridin-4-yl)ethyl)hexahydrofuro[3,2-b]furan-3-ol